ClC=1C=C2C(=CC(=NC2=CC1)C(F)(F)F)N[C@@H]1C[C@@H](CCC1)NC(=O)N1[C@@H]([C@@H](CC1)CO)C (2r,3r)-N-[(1r,3s)-3-{[6-chloro-2-(trifluoromethyl)quinolin-4-yl]amino}cyclohexyl]-3-(hydroxymethyl)-2-methylpyrrolidine-1-carboxamide